FC1(CC(CC1)C(C(=O)NC=1SC(=NN1)SC(C)C)C1=CC=C(C=C1)C=1N=NN(N1)C)F 2-(3,3-Difluorocyclopentyl)-N-(5-(isopropylthio)-1,3,4-thiadiazol-2-yl)-2-(4-(2-methyl-2H-tetrazol-5-yl)phenyl)acetamide